BrCN1CC(CC1)(F)F 1-(bromomethyl)-3,3-difluoro-pyrrolidine